C(C1=CC=CC=C1)N1NC(=CN(C1)CC1=CC=CC=C1)C(CCC)OCCCC 2,N4-dibenzyl-6-(1-butoxybutyl)-1,2,4-triazine